CN(C=1SC2=C(N=NC(=C2)C2=C(C=C(C=C2)C=2C=NNC2)O)N1)[C@@H]1C[C@H](NCC1)C 2-(6-{methyl-[(2r,4s)-2-methylpiperidin-4-yl]amino}[1,3]thiazolo[4,5-c]pyridazin-3-yl)-5-(1H-pyrazol-4-yl)phenol